C(C=C)(=O)OCCCCC[SiH2]C(F)F acryloxypentyl-difluoromethyl-silane